thiaheptane SCCCCCC